[Cl-].C(CCC)[N+]1=CN=CC=C1 1-butylpyrimidinium chloride